di(oxetane-3-yl)methylethyl-i-propyloxysilane O1CC(C1)C(C1COC1)[SiH](OC(C)C)CC